CC1(CCN(CC1)C(=O)OC(C)(C)C)CC(N1CCC2(CC2CNC(=O)N2CC=3C=NC=CC3C2)CC1)=O tert-Butyl 4-methyl-4-[2-oxo-2-(1-[[([1H,2H,3H-pyrrolo[3,4-c]pyridin-2-yl]carbonyl)amino]methyl]-6-azaspiro[2.5]octan-6-yl)ethyl]piperidine-1-carboxylate